N-(2-((tertbutyldimethylsilyl)oxy)ethyl)-2-(5-((3-(cyclopropylmethyl)-2,4,5-trioxoimidazolidin-1-yl)methyl)-1,2,4-oxadiazol-3-yl)-N-(2-methoxyphenyl)acetamide C(C)(C)(C)[Si](OCCN(C(CC1=NOC(=N1)CN1C(N(C(C1=O)=O)CC1CC1)=O)=O)C1=C(C=CC=C1)OC)(C)C